ClC1=NC=NC(=C1NC(OC(C)(C)C)=O)C1=C(C=CC(=C1)F)F tert-butyl (4-chloro-6-(2,5-difluorophenyl)pyrimidin-5-yl)carbamate